quinoline-4-carboxylic acid N1=CC=C(C2=CC=CC=C12)C(=O)O